2-[2-[5-(2,6-dibenzyloxy-3-pyridinyl)-2-pyridinyl]-2-azaspiro[3.3]hept-6-yl]acetic acid C(C1=CC=CC=C1)OC1=NC(=CC=C1C=1C=CC(=NC1)N1CC2(C1)CC(C2)CC(=O)O)OCC2=CC=CC=C2